2'-Chloro-5'-methoxy-6-methyl-N-(5-(oxazole-2-carbonyl)-5,6-dihydro-4H-pyrrolo[3,4-d]thiazol-2-yl)-[4,4'-bipyridine]-3-carboxamide ClC1=NC=C(C(=C1)C1=C(C=NC(=C1)C)C(=O)NC=1SC2=C(N1)CN(C2)C(=O)C=2OC=CN2)OC